B(O)(O)O.ClC1=C(C(=O)N([C@@H](CC(C)C)C(=O)O)NC(CCC2=COC3C(OCC3)=C2)=O)C=C(C=C1)Cl (S)-N-(2,5-dichlorobenzoyl)-3-(2,3-dihydro-1,4-benzodioxol-6-yl)propionamido-D-leucine borate